3,3,3-Trifluoro-2-(5-fluoro-2-pyridyl)propan-1-amine FC(C(CN)C1=NC=C(C=C1)F)(F)F